4-((8-(pyridin-4-yl)-2,3,4,5-tetrahydro-1H-benzo[b]azepin-1-yl)methyl)-N-hydroxybenzamide N1=CC=C(C=C1)C=1C=CC2=C(N(CCCC2)CC2=CC=C(C(=O)NO)C=C2)C1